tert-butyl (s)-(1-((3-(3-((3-carbamoyl-6-(diethylamino)-5-ethylpyrazin-2-yl)amino)phenoxy)propyl)amino)-1-oxopropan-2-yl)(methyl)carbamate C(N)(=O)C=1C(=NC(=C(N1)CC)N(CC)CC)NC=1C=C(OCCCNC([C@H](C)N(C(OC(C)(C)C)=O)C)=O)C=CC1